C(C)C1=C(C=CC=C1F)NC(=S)C=1C(NCCC1)=O N-(2-ethyl-3-fluorophenyl)-2-oxo-1,2,5,6-tetrahydropyridine-3-carbothioic acid amide